ClC1=C2C(=C(N(C2=CC=C1O)C)C1=NNC(=N1)C(F)(F)F)N1C=NC=C1 chloro-3-(1H-imidazol-1-yl)-1-methyl-2-(5-(trifluoromethyl)-1H-1,2,4-triazol-3-yl)-1H-indol-5-ol